(-)-2-(4-chloro-3-fluorophenyl)-2-[(4-{[(1,3-oxazol-2-yl)amino]methyl}-1H-1,3-benzodiazol-2-yl)amino]propan-1-ol ClC1=C(C=C(C=C1)C(CO)(C)NC1=NC2=C(N1)C=CC=C2CNC=2OC=CN2)F